C1=CC(=C(C=C1Cl)Cl)C(CN2C=CN=C2)OCC3=C(SC=C3)Cl The molecule is a member of the class of imidazoles that comprises 2-(2,4-dichlorophenyl)ethylimidazole carrying an additional (2-chloro-3-thienyl)methoxy substituent at position 2. It is an ether, a member of imidazoles, a member of thiophenes and a dichlorobenzene.